ClC1=CC2=C(N=C(S2)C2CCN(CC2)C(=O)OC(C)(C)C)S1 tert-Butyl 4-(5-chlorothieno[2,3-d]thiazol-2-yl)piperidine-1-carboxylate